FC1=CN=C2N1N=C(C=C2[C@@H]2[C@H](C2)C2=CC1=C(N=C(S1)C)C=C2)C=2C(NC(NC2)=O)=O 5-(3-fluoro-8-((1S,2S)-2-(2-methylbenzo[d]thiazol-6-yl)cyclopropyl)imidazo[1,2-b]pyridazin-6-yl)pyrimidine-2,4(1H,3H)-dione